C(C)(C)O[Fe] isopropoxyiron